FC(C1=C(C(=O)OCC(C)(NC(=O)C=2C=C3C(=NC2)C=CS3)C)C=CC=C1)(F)F 2-methyl-2-(thieno[3,2-b]pyridine-6-carboxamido)propyl 2-(trifluoromethyl)benzoate